(2S)-2-AMINO-2-(6-FORMYL(3-PYRIDYL))ACETIC ACID N[C@H](C(=O)O)C=1C=NC(=CC1)C=O